2,5-diamino-N-(1-(benzo[d][1,3]dioxol-5-yl)propan-2-yl)pentanamide NC(C(=O)NC(CC1=CC2=C(OCO2)C=C1)C)CCCN